NC1=C(C=C(C=N1)C=1C(=NC=CC1)F)C(=O)N[C@H]1COC[C@@H]1OCC1=CC=C(C=C1)Br 6-amino-N-{(3S,4R)-4-[(4-bromophenyl)methoxy]oxolan-3-yl}-2'-fluoro[3,3'-bipyridine]-5-carboxamide